Cl.N[C@@H](C(=O)N)C (2R)-2-aminopropionamide hydrochloride